chlorodisilylphosphine ClP([SiH3])[SiH3]